CC(C(=O)N1CC2=CC=C(C=C2C1)NC1=CC=C(C=C1)N1CCC(CC1)C(F)(F)F)(C)C 2,2-Dimethyl-1-(5-((4-(4-(trifluoromethyl)piperidin-1-yl)phenyl)amino)isoindolin-2-yl)propan-1-one